p-methoxyphenyltriethoxysilane COC1=CC=C(C=C1)[Si](OCC)(OCC)OCC